2-(1,4-dioxane-2-yl)-3-(3-methoxyphenyl)-3-phenylindoline O1C(COCC1)C1NC2=CC=CC=C2C1(C1=CC=CC=C1)C1=CC(=CC=C1)OC